CN(C1=NC=CC=C1)C N,N-dimethylpyridine-amine